[3-(p-tolyl)pyrrolidin-1-yl]-(3-pyridazin-4-yl-1H-pyrazol-5-yl)methanone C1(=CC=C(C=C1)C1CN(CC1)C(=O)C1=CC(=NN1)C1=CN=NC=C1)C